C(C)OC(=O)C=1C(=NOC1C1CC1)C1CCCCC1 3-cyclohexyl-5-cyclopropyl-1,2-oxazole-4-carboxylic acid ethyl ester